C(C)(C)(C)OC(N[C@@H]1C2=CC=CC=C2CC12CCN(CC2)C2=NC(=CC(=C2)C#N)C)=O (S)-(1'-(4-cyano-6-methylpyridin-2-yl)-1,3-dihydrospiro[indene-2,4'-piperidin]-1-yl)carbamic acid tert-butyl ester